tert-butyl N-[(3R)-1-(4-bromophenyl) pyrrolidin-3-yl]-N-methyl-carbamate BrC1=CC=C(C=C1)N1C[C@@H](CC1)N(C(OC(C)(C)C)=O)C